Bis(5-aminomethyl-furan-2-yl)methan NCC1=CC=C(O1)CC=1OC(=CC1)CN